C(C1=CC=CC=C1)N1C(C(CC1)N(C(=O)C=1N=C(SC1C)C#C)C1=CC(=CC(=C1)OC(F)(F)F)OC)=O N-(1-Benzyl-2-oxopyrrolidin-3-yl)-2-ethynyl-N-(3-methoxy-5-(trifluoromethoxy)phenyl)-5-methylthiazole-4-carboxamide